8-(bis(4-methoxybenzyl)amino)-6-propoxyimidazo[1,2-b]pyridazine-3-carbaldehyde COC1=CC=C(CN(C=2C=3N(N=C(C2)OCCC)C(=CN3)C=O)CC3=CC=C(C=C3)OC)C=C1